1-t-butoxycarbonyl-4-piperidinecarbaldehyde C(C)(C)(C)OC(=O)N1CCC(CC1)C=O